FC(C1=CC=NC2=CC(=CC=C12)[C@@H]1C(C1)C=1C=2N(N=C(C1)C=1C(NC(NC1)=O)=O)C=CN2)(F)F 5-(8-((2S,2S)-2-(4-(trifluoromethyl)quinolin-7-yl)cyclopropyl)imidazo[1,2-b]pyridazin-6-yl)pyrimidine-2,4(1H,3H)-dione